BrC=1C=2C(C=3C(=NC(=NC3C1)S(=O)(=O)CC)Cl)=CN(N2)C 4-bromo-9-chloro-7-ethylsulfonyl-2-methyl-pyrazolo[4,3-f]quinazoline